FC1=CC=C(C=N1)C1=CC=C(C=C1)[C@H]1N([C@@H](CC1)CNS(=O)(=O)C=1C=2C=CN=CC2C=CC1)C(=O)OC(C)(C)C tert-Butyl (2S,5S)-2-(4-(6-fluoropyridin-3-yl)phenyl)-5-((isoquinoline-5-sulfonamido)methyl)pyrrolidine-1-carboxylate